N-(3-diethylaminopropyl)acrylamide C(C)N(CCCNC(C=C)=O)CC